OC1=C(C=C(C(=C1)O)O)CC(CC)=O 2,4,5-trihydroxyphenylbutanone